(1R,4R)-5-tert-Butoxycarbonyl-2-oxa-5-azabicyclo[2.2.1]heptane-4-carboxylic acid methyl ester COC(=O)[C@@]12CO[C@@H](CN1C(=O)OC(C)(C)C)C2